dichloro-phosphorous acid monomethyl ester COP(Cl)Cl